N[C@H]1[C@@H](C[C@@H](CC1)NC1=NC2=C(C=C(C=C2C=N1)C1=CC(=C(C=C1)NS(=O)(=O)C1=C(C=CC=C1)Cl)F)CC)C N-(4-(2-(((1R,3R,4R)-4-amino-3-methylcyclohexyl)amino)-8-ethylquinazolin-6-yl)-2-fluoro-phenyl)-2-chloro-benzenesulfonamide